F[C@H]1CN(CC1)C=1OC2=C(N1)C=CC(=C2)[N+](=O)[O-] (R)-2-(3-fluoropyrrolidin-1-yl)-6-nitrobenzo[d]oxazole